(4-Bromo-1-methyl-1H-pyrazol-3-yl)-{4-[2-(3-chloro-phenyl)-ethyl]-piperazin-1-yl}-methanone BrC=1C(=NN(C1)C)C(=O)N1CCN(CC1)CCC1=CC(=CC=C1)Cl